cyclopropyl-isoxazole-3-carboxamide C1(CC1)C=1C(=NOC1)C(=O)N